tert-butyl 3-[4-(3-chloro-2-fluoro-anilino)quinazolin-6-yl]-3-methyl-azetidine-1-carboxylate ClC=1C(=C(NC2=NC=NC3=CC=C(C=C23)C2(CN(C2)C(=O)OC(C)(C)C)C)C=CC1)F